COC(=O)C1C(=CC(CC1CCCCC)=O)O 2-hydroxy-4-oxo-6-amyl-cyclohex-2-ene-1-carboxylic acid methyl ester